benzyl 7'-(8-chloroimidazo[1,5-a]pyrazin-3-yl)-4'-oxohexahydrospiro[cyclopropane-1,1'-pyrido[1,2-a]pyrazine]-2'(6'H)-carboxylate ClC=1C=2N(C=CN1)C(=NC2)C2CCC1N(C(CN(C13CC3)C(=O)OCC3=CC=CC=C3)=O)C2